1-amino-4-[4-fluoro-2-carboxyphenylamino]-9,10-dioxo-9,10-dihydro-anthracene-2-sulfonate NC1=C(C=C(C=2C(C3=CC=CC=C3C(C12)=O)=O)NC1=C(C=C(C=C1)F)C(=O)O)S(=O)(=O)[O-]